FC(OC1=CC=C(C=C1)N1CCN(CC1)CC1OCC2=CC(=C(C=C2C1=O)OC)OC)(F)F 3-((4-(4-(trifluoromethoxy)phenyl)piperazin-1-yl)methyl)-6,7-dimethoxyisochroman-4-one